FC1=C(C(=CC=C1CN1CC(CCC1)OC)F)C=1C=C2C(=CN1)NN=C2C=2C=NN(C2)C 5-(2,6-Difluoro-3-((3-methoxypiperidin-1-yl)methyl)phenyl)-3-(1-methyl-1H-pyrazol-4-yl)-1H-pyrazolo[3,4-c]pyridine